methyl 5-{[1-(tert-butoxycarbonyl)azetidin-3-yl]oxy}pyridine-2-carboxylate C(C)(C)(C)OC(=O)N1CC(C1)OC=1C=CC(=NC1)C(=O)OC